5-Cyclopropyl-6-(3-methylimidazo[4,5-c]pyridin-7-yl)-3-[(3-methyl-1-tetrahydropyran-4-yl-pyrazol-4-yl)amino]pyrazine-2-carboxamide C1(CC1)C=1N=C(C(=NC1C=1C2=C(C=NC1)N(C=N2)C)C(=O)N)NC=2C(=NN(C2)C2CCOCC2)C